beta-furan C1=COC=C1